FC1=C(CNC(C(C)C)=O)C=CC(=C1C=1NC(C=C(N1)C=1C=NC(=CC1)OC)=O)C(F)(F)F N-{2-fluoro-3-[4-(6-methoxypyridin-3-yl)-6-oxo-1,6-dihydropyrimidin-2-yl]-4-(trifluoromethyl)benzyl}isobutyramide